1-((3R,4R)-4-((tert-butyldiphenylsilyl)oxy)-3-ethyltetrahydrofuran-3-yl)piperazine [Si](C1=CC=CC=C1)(C1=CC=CC=C1)(C(C)(C)C)O[C@@H]1[C@](COC1)(CC)N1CCNCC1